5-(((1r,4r)-4-aminocyclohexyl)carbamoyl)-3-methylpyridin NC1CCC(CC1)NC(=O)C=1C=C(C=NC1)C